N-(2-Aminoethyl)-2-(2-fluorobenzamido)benzamid NCCNC(C1=C(C=CC=C1)NC(C1=C(C=CC=C1)F)=O)=O